(7S,8aR)-7-(1-methyl-7-methylsulfanyl-2-oxo-4H-pyrimido[4,5-d]pyrimidin-3-yl)-1,5,6,7,8,8a-hexahydrooxazolo[3,4-a]pyridin-3-one CN1C(N(CC=2C1=NC(=NC2)SC)[C@@H]2C[C@H]1N(CC2)C(OC1)=O)=O